tert-butyl 4-[4-(5-bromo-1,3,4-thiadiazol-2-yl)piperazin-1-yl]piperidine-1-carboxylate BrC1=NN=C(S1)N1CCN(CC1)C1CCN(CC1)C(=O)OC(C)(C)C